CC1=CC=C(C=N1)CCC1=NC2=CC=CC=C2C(=N1)N 2-(6-methylpyridin-3-yl)ethylquinazolin-4-amine